tert-Butyl N-[(3S)-1-[2-[[(E)-3-[4-(trifluoromethyl)phenyl]prop-2-enoyl]amino]acetyl]pyrrolidin-3-yl]carbamate FC(C1=CC=C(C=C1)/C=C/C(=O)NCC(=O)N1C[C@H](CC1)NC(OC(C)(C)C)=O)(F)F